FC(C=1C(=NC(=NC1)NC=1C(=NN(C1)C1CC2CCC(C1)N2C)C)NCCCN2C(N(CCCC2)C)=O)F 1-(3-((5-(difluoromethyl)-2-((3-methyl-1-(8-methyl-8-azabicyclo[3.2.1]octan-3-yl)-1H-pyrazol-4-yl)amino)pyrimidin-4-yl)amino)propyl)-3-methyl-1,3-diazepan-2-one